BrC=1C=C(C=CC1)CCNC(=O)C1=CC=C(C=C1)C1=CC=C(C=C1)C1=N[C@H](C=2N(C3=C1C(=C(S3)C)C)C(=NN2)C)CC(=O)OC methyl [(6S)-4-(4'-{[2-(3-bromophenyl)ethyl]carbamoyl}[1,1'-biphenyl]-4-yl)-2,3,9-trimethyl-6H-thieno[3,2-f][1,2,4]triazolo[4,3-a][1,4]diazepin-6-yl]acetate